7-([1,2,4]triazolo[1,5-a]pyridin-6-yl)-4-(3,4-dichlorophenyl)-3,4-dihydroisoquinoline-2(1H)-carboxylate N=1C=NN2C1C=CC(=C2)C2=CC=C1C(CN(CC1=C2)C(=O)[O-])C2=CC(=C(C=C2)Cl)Cl